FC=1C=C(C=CC1)CC(=O)NC1=CC(=C(C=C1)N1N=CC(=C1)F)S(N)(=O)=O 2-(3-fluorophenyl)-N-[4-(4-fluoro-1H-pyrazol-1-yl)-3-sulfamoylphenyl]acetamide